N[C@H](C(=O)O)C1=CC=C(C=C1)F (S)-α-amino-4-fluorobenzeneacetic acid